1-palmitoyl-2,3-dioleoylglycerol C(CCCCCCCCCCCCCCC)(=O)OCC(OC(CCCCCCC\C=C/CCCCCCCC)=O)COC(CCCCCCC\C=C/CCCCCCCC)=O